octyltrimethyl-oxysilane (R or S)-tert-butyl-2-(2-(2-isopropylphenyl)-6-oxopiperazin-1-yl)-7-azaspiro[3.5]nonane-7-carboxylate C(C)(C)(C)OC(=O)N1CCC2(CC(C2)N2[C@@H](CNCC2=O)C2=C(C=CC=C2)C(C)C)CC1.C(CCCCCCC)[Si](OC)(OC)OC |o1:15|